OCC1=CC2=C(N=C(O2)C2=C3C=C(N=CC3=C(N=C2)NC)NC(=O)C2CC2)C=C1 N-(5-(6-(hydroxymethyl)benzo[d]oxazol-2-yl)-8-(methylamino)-2,7-naphthyridin-3-yl)cyclopropanecarboxamide